CSC=1N=CC2=C(N1)C(=NC=C2)N 2-(methylthio)pyrido[3,4-d]pyrimidin-8-amine